2-FLUORO-6-HYDROXYNICOTINALDEHYDE FC1=C(C=O)C=CC(=N1)O